C1(CC1)C(C(F)(F)C1=C(C(=CC=C1)[C@@H](C)NC=1C2=C(N=C(N1)C)C=NC(=C2)P(=O)(C)C)F)=O (R)-1-cyclopropyl-2-(3-(1-((6-(dimethylphosphoryl)-2-methylpyrido[3,4-d]pyrimidin-4-yl)amino)ethyl)-2-fluorophenyl)-2,2-difluoroethan-1-one